Benzyl 1,2,3,4-tetrahydroquinoline-7-carboxylate N1CCCC2=CC=C(C=C12)C(=O)OCC1=CC=CC=C1